1,3-bis(2-hydroxyethyl)urea OCCNC(=O)NCCO